FC=1C(=CC=2C3=C(NC(C2C1)=O)COCC3N(C(=O)C3(CC1=CC(=C(C=C1C3)F)F)O)C)F N-(8,9-difluoro-6-oxo-1,4,5,6-tetrahydro-2H-pyrano[3,4-c]isoquinolin-1-yl)-5,6-difluoro-2-hydroxy-N-methyl-2,3-dihydro-1H-indene-2-carboxamide